NC1=NN=C(S1)C1CCN(C2(CC2)C1)C(=O)OCC1=CC=CC=C1 Benzyl 7-(5-amino-1,3,4-thiadiazol-2-yl)-4-azaspiro[2.5]octane-4-carboxylate